5-[3-(5-thioxo-4H-[1,2,4]oxadiazol-3-yl)phenyl]-1H-naphtho[1,2-b][1,4]diazepin-2,4(3H,5H)-dione sodium salt [Na].S=C1NC(=NO1)C=1C=C(C=CC1)N1C2=C(NC(CC1=O)=O)C1=CC=CC=C1C=C2